2,4,5-trifluorophenyl-(R)-3-amino-4-(2,4,5-trifluorophenyl)-butyric acid isobutyl ester C(C(C)C)OC([C@@H](C(CC1=C(C=C(C(=C1)F)F)F)N)C1=C(C=C(C(=C1)F)F)F)=O